7-(3-acryloyloxypropoxy)-4-methylcoumarin C(C=C)(=O)OCCCOC1=CC=C2C(=CC(OC2=C1)=O)C